(R)-3-(4-(4-chloro-2-(4-methyl-4H-1,2,4-triazol-3-yl)phenyl)-6-cyclopropylpyridin-2-yl)-8-methyl-6-((2-methylmorpholinyl)methyl)-4H-chromen-4-one ClC1=CC(=C(C=C1)C1=CC(=NC(=C1)C1CC1)C1=COC2=C(C=C(C=C2C1=O)CN1C[C@H](OCC1)C)C)C1=NN=CN1C